COC1=CC=C(C=N1)C1=NC(=CC=C1)C(=O)NC=1C(=NN(C1)C)C1=NC=CC=C1 6'-methoxy-N-(1-methyl-3-(pyridin-2-yl)-1H-pyrazol-4-yl)-[2,3'-bipyridine]-6-carboxamide